3,5-dimethoxy-4-propylsulfanylphenethylamine COC=1C=C(CCN)C=C(C1SCCC)OC